[2,5'-bipyrimidine]-2'-amine N1=C(N=CC=C1)C=1C=NC(=NC1)N